C1(=CC=CC=C1)N(C=1C=C(C(=CC1)C1=CC=C(C=C1)C1=CC2=CC=CC=C2C=C1)C1=CC=CC=C1)C1=CC=C(C=C1)C=1C2=CC=CC=C2C=2C=CC=CC2C1 phenyl-(4-phenanthrene-9-yl-phenyl)-(4-naphthalen-2-yl-[1,1':2',1'']terphenyl-4'-yl)-amine